COC(C(CCC=O)(C)N(C)C)=O dimethylamino-2-methyl-5-oxopentanoic acid methyl ester